ClC=1C=C(C=C2C=CNC(C12)=O)N1CCC(CC1)C1CCN(CC1)S(=O)(=O)C1=C(C=CC=C1)Cl 8-chloro-6-(1'-((2-chlorophenyl)sulfonyl)-[4,4'-bipiperidin]-1-yl)isoquinolin-1(2H)-one